COC=1C(=C(C=CC1)C=1C(=C2C(=NC(=NN2C1)C=1N(C=CN1)C)NC1CC(C1)OC)C1=CC=CC=C1)C (3-methoxy-2-methylphenyl)-N-((1r,3r)-3-methoxycyclobutyl)-2-(1-methyl-1H-imidazol-2-yl)-5-phenylpyrrolo[2,1-f][1,2,4]triazin-4-amine